(S)-5-(4-(trifluoromethyl)phenyl)dihydrofuran-3(2H)-one FC(C1=CC=C(C=C1)[C@@H]1CC(CO1)=O)(F)F